FC(C=1N=C(OC1C(=O)N1[C@@H](C2=C(CC1)NC=N2)C=2OC1=C(N2)C=C(C=C1)C)C1=NN(C=C1)C)F (S)-(4-(difluoromethyl)-2-(1-methyl-1H-pyrazol-3-yl)oxazol-5-yl)(4-(5-methylbenzo[d]oxazol-2-yl)-6,7-dihydro-1H-imidazo[4,5-c]pyridin-5(4H)-yl)methanone